(S)-6-chloro-4-(cyclopropylethynyl)-1,4-dihydro-4-(trifluoromethyl)-2H-3,1-oxazepin-2-one ClC=1C[C@@](OC(NC1)=O)(C(F)(F)F)C#CC1CC1